CC1(CC2=C(NC(=C2)C(=O)NN)C1)C 5,5-dimethyl-1,4,5,6-tetrahydrocyclopenta[b]pyrrole-2-carbohydrazide